C(C)(C)(C)C1=CC=C(C=C1)C=1C=CC=C2C=C(CC12)C 7-(4-(tert-butyl)phenyl)-2-methyl-1H-indene